C(C)(C)(C)OC(=O)N1[C@H]2CC(C[C@@H]1CC2)OCC=2C(=NOC2C2CC2)C2=C(C=C(C=C2Cl)F)Cl (1R,3R,5S)-3-((5-cyclopropyl-3-(2,6-dichloro-4-fluorophenyl)isoxazol-4-yl)methoxy)-8-azabicyclo[3.2.1]octane-8-carboxylic acid tert-butyl ester